C(C)S(=O)(=O)C1=C(N=C2N1C=C(C=C2)C2CC2)N2C(C1=CC(=CC=C1C2)C(F)(F)F)=O 1-[3-ethylsulfonyl-2-[1-oxo-6-(trifluoromethyl)isoindolin-2-yl]imidazo[1,2-a]pyridin-6-yl]cyclopropane